(2R)-N-(3-chloro-2-methoxyphenyl)-2-methyl-6-oxo-4-{[3-(2-tetrahydropyran-2-ylethoxy)-4-pyridyl]methylamino}-2,3-dihydro-1H-pyridine-5-carbothioamide ClC=1C(=C(C=CC1)NC(=S)C1=C(C[C@H](NC1=O)C)NCC1=C(C=NC=C1)OCCC1OCCCC1)OC